CN(C(=O)C=1C=C(OC=2C=C(CO[PH2]=O)C=CC2[N+](=O)[O-])C=CC1)C phosphinic acid 3-(3-(dimethylcarbamoyl) phenoxy)-4-nitrobenzyl ester